BrC1=C2C(=CN=C1Cl)N(C=C2)C 4-bromo-5-chloro-1-methyl-1H-pyrrolo[2,3-c]pyridine